8-bromo-6-methoxy-3-methyl-2-morpholino-quinazolin-4-one BrC=1C=C(C=C2C(N(C(=NC12)N1CCOCC1)C)=O)OC